(1R)-1,3-dihydro-spiro[indene-2,4'-piperidine]-1-amine dihydrochloride Cl.Cl.N1CCC2(CC1)[C@H](C1=CC=CC=C1C2)N